C1(=CC=CC=C1)C=1OC2=C(C1)C(=C(C(=C2)C)C)C2=CC1=CC=CC=C1C=C2 2-phenyl-4-(2-naphthyl)-5,6-dimethylbenzofuran